2-fluoro-3-methoxy-6-(1H-tetrazol-1-yl)phenylacetamide formic acid salt C(=O)O.FC1=C(C(=CC=C1OC)N1N=NN=C1)CC(=O)N